(1-amino-2-methyl-2-phenylpropylidene)amino 4,6-dimethoxypyrimidine-2-carboxylate COC1=NC(=NC(=C1)OC)C(=O)ON=C(C(C)(C1=CC=CC=C1)C)N